CNC1=C(C(C1=O)=O)NCCCN(CCCCCCCC(=O)OCCC(CCCC)CCCC)CCCCCCCC(OCCC(CCCCC)CCCCC)=O 3-Butylheptyl 8-((3-((2-(methylamino)-3,4-dioxocyclobut-1-en-1-yl)amino)propyl)(8-oxo-8-((3-pentyloctyl)oxy)octyl)amino)octanoate